lithium tetrahydroxyphenylacetate OC=1C(=C(C(=C(C1)CC(=O)[O-])O)O)O.[Li+]